[Pt+2].ClC1=C(CCCC1)Cl dichloro-cyclohexene platinum (II)